N-[1-[(2,4-dichlorophenyl)methyl]indazol-3-yl]-3,5-difluoro-pyridine-4-carboxamide ClC1=C(C=CC(=C1)Cl)CN1N=C(C2=CC=CC=C12)NC(=O)C1=C(C=NC=C1F)F